peroxy ether O1OO1